NC1=NC=2C=CC(=CC2C2=C1C=NN2C)C(=O)N(C)[C@@H]2COC1=C2C=CC(=C1)C1=COC=C1 4-amino-N-((3S)-6-(3-furanyl)-2,3-dihydro-1-benzofuran-3-yl)-N,1-dimethyl-1H-pyrazolo[4,3-c]quinoline-8-carboxamide